[O-2].[Nb+5].[Fe+2].[Ti+4] titanium-iron niobium oxide